FC1=C(C=CC=C1)[C@]1([C@@H]2CCN(C[C@H]12)C1=CN=C2C(=N1)NN=C2C2=CN=C1N2C=CC=C1)CN ((1S,6R,7R)-7-(2-fluorophenyl)-3-(3-(imidazo[1,2-a]pyridin-3-yl)-1H-pyrazolo[3,4-b]pyrazin-6-yl)-3-azabicyclo[4.1.0]heptan-7-yl)methanamine